C(C)(C)(C)C=1C=C(C=CC1)[C@H]1C[C@@H](NCC1)C |o1:10,12| (2S*,4R*)-4-(3-(tert-Butyl)phenyl)-2-methylpiperidine